beta-D-glucopyranose tert-butyl-4-(2-(3,4-dichloro-5-methyl-1H-pyrrole-2-carboxamido)-5-(5-oxo-4,5-dihydro-1,3,4-oxadiazol-2-yl)phenoxy)piperidine-1-carboxylate C(C)(C)(C)C1N(CCC(C1)OC1=C(C=CC(=C1)C=1OC(NN1)=O)NC(=O)C=1NC(=C(C1Cl)Cl)C)C(=O)O.O[C@H]1[C@H](O)[C@@H](O)[C@H](O)[C@H](O1)CO